FC=1C=C(C=C(C1)F)S(=O)(=O)N1CCOC2(CCN(C2)C2CC3(COC3)C2)C1 9-((3,5-difluorophenyl)sulfonyl)-2-(2-oxaspiro[3.3]heptan-6-yl)-6-oxa-2,9-diazaspiro[4.5]decane